3-(tritylcarbamoyl)pyridine C(C1=CC=CC=C1)(C1=CC=CC=C1)(C1=CC=CC=C1)NC(=O)C=1C=NC=CC1